2-(5-(6-Chloro-4-(isopropylamino)pyridin-3-yl)pyrazin-2-yl)propan-2-ol ClC1=CC(=C(C=N1)C=1N=CC(=NC1)C(C)(C)O)NC(C)C